3-({[(1R)-6-(3,3,3-trifluoropropoxy)-1,2,3,4-tetrahydronaphthalen-1-yl]methyl}amino)pyridine-4-carboxylic acid FC(CCOC=1C=C2CCC[C@H](C2=CC1)CNC=1C=NC=CC1C(=O)O)(F)F